2-(4-Carboxy-2,5-dihydroxyphenyl)-4-(3-carboxy-2,5-dihydroxyphenyl)-1,3,5-triazine C(=O)(O)C1=CC(=C(C=C1O)C1=NC=NC(=N1)C1=C(C(=CC(=C1)O)C(=O)O)O)O